C(C)N(CCCOC(=O)OC(CCC)CCCCCCCC\C=C/C\C=C/CCCCC)CC (13Z,16Z)-4-(((3-(diethylamino)propoxy)carbonyl)oxy)docosa-13,16-dien